C(C)(=O)O[C@H]1[C@@H](O[C@@H]([C@H]([C@@H]1OC(C)=O)OC(C)=O)C(=O)OC)OC1=CC=C(C=C1)COC(=O)N1C=C(C2=CC(=CC=C12)Br)/C(=C/C1=C(C=CC(=C1)C#N)OC)/C#N [4-[(2S,3R,4S,5S,6S)-3,4,5-triacetoxy-6-methoxycarbonyl-tetrahydropyran-2-yl]oxyphenyl]methyl-5-bromo-3-[(Z)-1-cyano-2-(5-cyano-2-methoxy-phenyl)vinyl]indole-1-carboxylate